2-(2,6-difluorophenyl)-N-((1r,4r)-4-morpholinocyclohexyl)-8-(trifluoromethyl)pyrazolo[1,5-a][1,3,5]triazin-4-amine FC1=C(C(=CC=C1)F)C1=NC=2N(C(=N1)NC1CCC(CC1)N1CCOCC1)N=CC2C(F)(F)F